ClC(=O)N([C@@H](C(C)C)C(=O)OCC1=CC=CC=C1)C benzyl N-(chlorocarbonyl)-N-methyl-L-valinate